N,N-dimethyl-1-aminomethyltrimethoxysilane CN(C)C[Si](OC)(OC)OC